O[C@H](CC(=O)[O-])C (S)-(3-hydroxybutyrate)